S(CCC(=O)OCCCCCCCCCCCCCCCCCC)CCC(=O)OCCCCCCCCCCCCCCCCCC Distearyl 3,3'-thiodipropionate